FC=1C=C(C=CC1)C1=NC=2N(C(=C1)C)N(CC2C(=O)O)[C@H](C(F)(F)F)C (S)-5-(3-fluorophenyl)-7-methyl-N-(1,1,1-trifluoropropan-2-yl)pyrazolo[1,5-a]Pyrimidine-3-carboxylic acid